4-chloro-1-(2-methoxy-4-methylphenyl)-6-methylphthalazin ClC1=NN=C(C2=CC=C(C=C12)C)C1=C(C=C(C=C1)C)OC